[NH4+].P(=O)(OCC)(O)O ethyl dihydrogen phosphate ammonium salt